(E)-N-(2-(1,3,2-dithiarsinan-2-yl)phenyl)-3-(3,5,6-trimethylpyrazin-2-yl)acrylamide S1[As](SCCC1)C1=C(C=CC=C1)NC(\C=C\C1=NC(=C(N=C1C)C)C)=O